3-(2-chlorophenyl)-N-(1,1-dioxidotetrahydrothiophen-3-yl)-1-(4-fluorophenyl)-1H-indole-6-carboxamide ClC1=C(C=CC=C1)C1=CN(C2=CC(=CC=C12)C(=O)NC1CS(CC1)(=O)=O)C1=CC=C(C=C1)F